(2-fluoro-4-nitrophenyl)(4-methylpiperazin-1-yl)methanone FC1=C(C=CC(=C1)[N+](=O)[O-])C(=O)N1CCN(CC1)C